(R or S)-2-(2-(benzyloxy)ethyl)oxirane C(C1=CC=CC=C1)OCC[C@H]1OC1 |o1:10|